ClC=1C=NC=C(C1[C@@H](C)OC=1C=C2C(=NN(C2=CC1)C1OCCCC1)C1=CC(=C(C(=O)OC)C=C1)C)Cl Methyl 4-(5-((R)-1-(3,5-dichloropyridin-4-yl)ethoxy)-1-(tetrahydro-2H-pyran-2-yl)-1H-indazol-3-yl)-2-methylbenzoate